N-(7-(5-(6-Ethoxy-1H-pyrazolo[3',4':3,4]pyrazolo[1,5-a]pyridin-4-yl)pyridine-2-yl)-4,7-diazaspiro[2.5]octan-4-yl)-2-chloro-6-fluorobenzamide C(C)OC=1C=C(C=2N(C1)N=C1C2C=NN1)C=1C=CC(=NC1)N1CCN(C2(CC2)C1)NC(C1=C(C=CC=C1F)Cl)=O